C(C1=CC=CC=C1)OC1=CC=C2C(C(OCC2=C1)(C)C1CCCCC1)(O)C1=CC=C(C=C1)N1CCC(CC1)C(OC)OC 7-(benzyloxy)-3-cyclohexyl-4-(4-(4-(dimethoxymethyl)piperidin-1-yl)phenyl)-3-methylisochroman-4-ol